C(#N)CC1(CCN(CC1)C(CO)C1=CC=CC=C1)N1N=C(C(=C1)C(=O)N)NC(=O)C1CC1 1-[4-(cyanomethyl)-1-(2-hydroxy-1-phenyl-ethyl)-4-piperidyl]-3-(cyclopropanecarbonylamino)pyrazole-4-carboxamide